5-chloro-N-((1r,4r)-4-((3-(6-methylpyridin-3-yl)-2-oxo-2,3-dihydro-1H-benzo[d]imidazol-1-yl)methyl)cyclohexyl)-2-(trifluoromethyl)benzamide ClC=1C=CC(=C(C(=O)NC2CCC(CC2)CN2C(N(C3=C2C=CC=C3)C=3C=NC(=CC3)C)=O)C1)C(F)(F)F